O(C1=CC=CC=C1)N(CC)C1=CC=CC=C1 phenoxyl-phenyl-ethylamine